(R)-(3,4-Dihydroisoquinolin-2(1H)-yl)(8-methyl-3-(3-methyl-1,2,4-thiadiazol-5-yl)-5,6-dihydro-[1,2,4]triazolo[4,3-a]pyrazin-7(8H)-yl)methanone C1N(CCC2=CC=CC=C12)C(=O)N1[C@@H](C=2N(CC1)C(=NN2)C2=NC(=NS2)C)C